C(C)(=O)N([C@@H](CSSC[C@@H](C(=O)O)N)C(=O)O)C(C)=O N,N-DIACETYL-L-CYSTIN